C(C)(C)(C)[Si](C)(C)OC1=CC(=C(C=C1)F)C1=NCC=2N(C3=C1C(=C(C=C3)Cl)Cl)C(=NN2)C Tert-butyl-[3-(7,8-dichloro-1-methyl-4H-[1,2,4]triazolo[4,3-a][1,4]benzodiazepine-6-Yl)-4-fluoro-phenoxy]-dimethyl-silane